[N+](=O)([O-])C(CCC(=O)OCC)C1=CC=CC=C1 ethyl 4-nitro-4-phenylbutanoate